C1(=CC=CC=C1)P(C1=CC=CC=C1)C=C1C(=O)OC(C1)=O diphenylphosphinoitaconic anhydride